N-(4-((2-(1,1-difluoroethyl)-6-methylpyrimidin-4-yl)amino)-5-(5-((4-methylpiperazin-1-yl)methyl)thiazol-2-yl)pyridin-2-yl)acetamide FC(C)(F)C1=NC(=CC(=N1)NC1=CC(=NC=C1C=1SC(=CN1)CN1CCN(CC1)C)NC(C)=O)C